6-(2-(((tert-butyldimethylsilyl)oxy)methyl)-6-(morpholine-4-carbonyl)quinolin-4-yl)-3,4-dihydroisoquinolin-1(2H)-one [Si](C)(C)(C(C)(C)C)OCC1=NC2=CC=C(C=C2C(=C1)C=1C=C2CCNC(C2=CC1)=O)C(=O)N1CCOCC1